FC=1C=C(C=CC1)CCN 2-(3-fluorophenyl)ethane-1-amine